C1(=CC=CC=C1)OP(=O)(OC1=CC=CC=C1)F Diphenylphosphonofluorine